p-hydroxyl-benzoic acid methyl ester COC(C1=CC=C(C=C1)O)=O